1-Isocyano-3,5-dimethyl-2-(1-phenylvinyl)benzene tert-butyl-4-(5-((3-methoxypyrazin-2-yl)methyl)-6-oxo-5,6-dihydropyrido[2,3-b]pyrazin-7-yl)piperidine-1-carboxylate C(C)(C)(C)OC(=O)N1CCC(CC1)C1=CC=2C(=NC=CN2)N(C1=O)CC1=NC=CN=C1OC.[N+](#[C-])C1=C(C(=CC(=C1)C)C)C(=C)C1=CC=CC=C1